2-methylquinazoline-4-carboxylic acid hydrochloride Cl.CC1=NC2=CC=CC=C2C(=N1)C(=O)O